4-(3-(dimethylamino)-3-oxopropyl)-5-oxooxazolidine-3-carboxylate CN(C(CCC1N(COC1=O)C(=O)[O-])=O)C